(pent-2-yn-1-yl)-4-(4-(trifluoromethyl)phenyl)-1H-1,2,3-triazole C(C#CCC)N1N=NC(=C1)C1=CC=C(C=C1)C(F)(F)F